(S)-2-amino-N-(1-(8-ethynyl-1-oxo-2-phenyl-1,2-dihydroisoquinolin-3-yl)ethyl)pyrazolo[1,5-a]pyrimidine N[C@H]1N(N2C(N=CC=C2)=C1)C(C)C=1N(C(C2=C(C=CC=C2C1)C#C)=O)C1=CC=CC=C1